N-Succinimidyl S-acetylthioacetate CC(=O)SC(=O)CN1C(=O)CCC1=O